[Si](C)(C)(C(C)(C)C)N=S(=O)(N)C1=CC(=CO1)C(=O)OCC ethyl 5-[(tert-butyldimethylsilyl)-S-aminosulfonimidoyl]furan-3-carboxylate